1H-1,2,4-triazol-5-one N1NC=NC1=O